C(C)(C)(C)C1=CC=C(C=C1)C=1OC(=C(N1)C(=O)NCCN(CC)CC)C1=C(C=CC=C1)[N+](=O)[O-] 2-(4-(tert-butyl)phenyl)-N-(2-(diethylamino)ethyl)-5-(2-nitrophenyl)Oxazole-4-carboxylic acid amide